5-(2-chlorobenzyl)-3-hydroxymethyl-4-oxo-4,5,6,7-tetrahydropyrazolo[1,5-a]pyrazine-2-carboxylic acid (5-difluoromethyl-[1,3,4]thiadiazol-2-yl) amide FC(C1=NN=C(S1)NC(=O)C1=NN2C(C(N(CC2)CC2=C(C=CC=C2)Cl)=O)=C1CO)F